CN1CC=CCCC2CCC2CN2CC3(COC4=CC=C(C(CC1=O)C(=O)O)C=C24)CCCC2=CC=CC=C23 12'-METHYL-13'-OXO-3,4-DIHYDRO-2H-SPIRO[NAPHTHALENE-1,22'-[20]OXA[1,12]DIAZATETRACYCLO[14.7.2.03,6.019,24]PENTACOSA[9,16,18,24]TETRAENE]-15'-CARBOXYLIC ACID